(S)-N-(1-(2-Fluoro-4-methylphenyl)ethyl)-2-(1-isopropyl-7-methyl-4-oxo-1,4-dihydro-5H-pyrazolo[3,4-d]pyridazin-5-yl)acetamid FC1=C(C=CC(=C1)C)[C@H](C)NC(CN1N=C(C2=C(C1=O)C=NN2C(C)C)C)=O